C(C)(C)(C)[Si](OCCCCCN1N=C2C=C(C=CC2=C1N1C(C=CC=C1C(F)(F)F)C(=O)N)C(C)(C)O)(C1=CC=CC=C1)C1=CC=CC=C1 1-N-[2-[5-[tert-butyl-(diphenyl)silyl]oxypentyl]-6-(1-hydroxy-1-methyl-ethyl)indazol-yl]-6-(trifluoromethyl)pyridine-2-carboxamide